CC1=NN(C2=NC(=NC=C21)N2CC1(CN(C1)C1=NC(=NC(=C1)C(F)(F)F)C)CC2)CC(C)=O 1-(3-methyl-6-(2-(2-methyl-6-(trifluoromethyl)pyrimidin-4-yl)-2,6-diazaspiro[3.4]octan-6-yl)-1H-pyrazolo[3,4-d]pyrimidin-1-yl)propan-2-one